N-{[4-(6-methoxynaphthalene-2-sulfonyl)phenyl]methyl}imidazo[1,2-a]pyridine-6-carboxamide COC=1C=C2C=CC(=CC2=CC1)S(=O)(=O)C1=CC=C(C=C1)CNC(=O)C=1C=CC=2N(C1)C=CN2